BrC=1C(N(N(C1C)C)C1=CC(=CC(=C1)C)C)=O 4-bromo-2-(3',5'-dimethylphenyl)-1,5-dimethyl-1,2-dihydro-3H-pyrazol-3-one